1-(2-iodophenyl)-(S)-1-methoxypropyl-(S)-2-propylcarbamate IC1=C(C=CC=C1)C[C@H](C)N(C([O-])=O)[C@H](CC)OC